5-isopropenyl-3-(trifluoromethyl)pyridin-2-amine C(=C)(C)C=1C=C(C(=NC1)N)C(F)(F)F